CC=1C=C2C=CC=NC2=C(C1)NC(=O)C1=NC=C(N=C1)N1CCNCC1 N-(6-methylquinolin-8-yl)-5-(piperazin-1-yl)pyrazine-2-carboxamide